ClC1=CC=C(C=C1)C1CCN(CCC1)C1=C(C(N(C2=CC=CC=C12)C)=O)C#N 4-[4-(4-Chlorophenyl)azepan-1-yl]-1-methyl-2-oxo-1,2-dihydro-quinoline-3-carbonitrile